2,4,5,6-tetramethyl-3-hydroxybenzoic acid CC1=C(C(=O)O)C(=C(C(=C1O)C)C)C